4-((6-fluoroquinolin-4-yl)amino)-N-(3-(pyridin-4-ylamino)phenyl)picolinamide FC=1C=C2C(=CC=NC2=CC1)NC1=CC(=NC=C1)C(=O)NC1=CC(=CC=C1)NC1=CC=NC=C1